N-[4-Cyano-3-oxo-4-(tributyl-λ5-phosphanylidene)butan-2-yl]-N-(2-methoxyphenyl)-formamide C(#N)C(C(C(C)N(C=O)C1=C(C=CC=C1)OC)=O)=P(CCCC)(CCCC)CCCC